C(CCC)OC(=O)C1(C=2C=CC=C(C2N[N+]=2C=3C=CC=CC3C3=CC=CC=C3C21)C2=CC=CC=C2)O 15-(butoxycarbonyl)-15-hydroxy-11-phenyl-15H-cinnolino[2,3-f]phenanthridin-9-ium